C(C)N1C[C@@H](CCC1)N1C2=C(OCC1)C(=C(N=N2)C2=C(C=C(C#N)C=C2)OCOCC[Si](C)(C)C)C 4-[8-[(3R)-1-ethyl-3-piperidyl]-4-methyl-6,7-dihydropyridazino[4,3-b][1,4]oxazin-3-yl]-3-(2-trimethylsilylethoxymethoxy)benzonitrile